[Mn](=O)([O-])[O-].[Sr+2].[La+3].N[C@H]1CN(CCC1)C(=O)C1=CC=2N(C=C1)C(=C(N2)C=2N(C1=CC(=CC=C1C2)OC)CC2=CC=NC=C2)C (R)-(3-Aminopiperidin-1-yl)(2-(6-methoxy-1-(pyridin-4-ylmethyl)-1H-indol-2-yl)-3-methylimidazo[1,2-a]pyridin-7-yl)methanone Lanthanum Strontium Manganite